O=C(C=CC1=C(C=C(C(=C1)C(C)(C=C)C)O)OC)C1=CC=C(C=C1)[O-].CC1=CCC(C2CC(=CCC12)C)C(C)C 1,2,4A,5,8,8A-hexahydro-4,7-dimethyl-1-(1-methylethyl)naphthalene 4-{1-oxo-3-[4-hydroxy-2-methoxy-5-(2-methylbut-3-en-2-yl)phenyl]prop-2-enyl}phenolate